O=C1NC(CCC1N1C(C2=CC=CC(=C2C1)SCCCCCCCCC(=O)O)=O)=O 9-((2-(2,6-dioxopiperidin-3-yl)-1-oxoisoindolin-4-yl)thio)nonanoic acid